ClC1=CC=C(C=C1)C=1N=C(OC1C1=CC=CC=C1)C 4-(4-Chlorophenyl)-2-methyl-5-phenyloxazole